[Cl-].C(C)C1(CCCC1)OC(=O)C1=CC=C(C=C1)[S+](C1=CC=CC=C1)C1=CC=CC=C1 (4-((1-ethylcyclopentyl)oxycarbonyl)phenyl)diphenylsulfonium chloride